2,3-dihydro-benzofuran-5-carboxylic acid [2-((S)-3-hydroxy-piperidin-1-yl)-benzooxazol-5-yl]-amide O[C@@H]1CN(CCC1)C=1OC2=C(N1)C=C(C=C2)NC(=O)C=2C=CC1=C(CCO1)C2